(6-(3-cyanophenyl)-5-methyl-2-phenylpyridin-3-yl)-3-((1r,2r)-6,7-difluoro-2-hydroxy-4,4-dimethyl-1,2,3,4-tetrahydronaphthalen-1-yl)urea C(#N)C=1C=C(C=CC1)C1=C(C=C(C(=N1)C1=CC=CC=C1)NC(=O)N[C@H]1[C@@H](CC(C2=CC(=C(C=C12)F)F)(C)C)O)C